CN1C=C(C=2C1=CN=C(C2)NC(C)=O)C2=NC(=CC(=C2)OC(F)(F)F)S(=O)(=O)C N-(1-methyl-3-(6-(methylsulfonyl)-4-(trifluoromethoxy)pyridin-2-yl)-1H-pyrrolo[2,3-c]pyridin-5-yl)acetamide